C(C)(C)(C)N1CCN(CC1)C=1C=C(C=CC1)C1=NC(=CC(=C1OCOC)C1=CC(=C(C=C1)N1C(N(C=C1)C)=O)C)C 1-(4-(2-(3-(4-(tert-butyl)piperazin-1-yl)phenyl)-3-(methoxymethoxy)-6-methylpyridin-4-yl)-2-methylphenyl)-3-methyl-1,3-dihydro-2H-imidazol-2-one